6-(difluoromethyl)-8-(1-fluoro-2-methylpropan-2-yl)-N-(1-(methylsulfonyl)piperidin-4-yl)imidazo[1',2':1,6]pyrido[2,3-d]pyrimidin-2-amine FC(C1=CC2=C(N=C(N=C2)NC2CCN(CC2)S(=O)(=O)C)N2C1=NC(=C2)C(CF)(C)C)F